C1(=CC=CC=C1)NNC1=CC=C(C=C1)C(C1=CC=CC=C1)=O 1-phenyl-2-[4-(benzoyl)phenyl]-hydrazine